COC[C@@H](N(C(=O)N1N=CN=C1)C)C1CCNC=2N1N=C(C2C(=O)N)C2=CC=C(C=C2)OC2=CC=CC=C2 7-((S)-2-methoxy-1-(N-methyl-1H-1,2,4-triazole-1-carboxamido)ethyl)-2-(4-phenoxyphenyl)-4,5,6,7-tetrahydropyrazolo[1,5-a]pyrimidine-3-carboxamide